Cl.ClC=1C(=NN2C1CNCCC2)C(=O)N(C)C 3-chloro-N,N-dimethyl-5,6,7,8-tetrahydro-4H-pyrazolo[1,5-a][1,4]diazepin-2-carboxamide hydrochloride